4-(3-phenoxy-phenylamino)-quinoline-3-carbonitrile O(C1=CC=CC=C1)C=1C=C(C=CC1)NC1=C(C=NC2=CC=CC=C12)C#N